CN([C@H](CNC(=O)[C@H]1[C@](C1)(C1=CC=CC=C1)C)CC1=CC(=C(C=C1)O)F)C (1R,2S)-N-((S)-2-(dimethylamino)-3-(3-fluoro-4-hydroxyphenyl)propyl)-2-methyl-2-phenylcyclopropane-1-carboxamide